7-[(3S)-3-{[(1R)-1-(naphthalen-1-yl)ethyl]amino}tetrahydro-1H-pyrrol-1-yl]quinoline-4-carboxylic acid C1(=CC=CC2=CC=CC=C12)[C@@H](C)N[C@@H]1CN(CC1)C1=CC=C2C(=CC=NC2=C1)C(=O)O